[Br-].C(C)N1C=[N+](C=C1)C 1-Ethyl-3-methylimidazolium bromide salt